FC1=NC=CC(=C1)[C@@H]1C(NC(CC1)=O)=O |r| rac-(3R)-3-(2-fluoropyridin-4-yl)piperidine-2,6-dione